ethyl 1,5-pentanedicarbamate C(CCCCNC(=O)[O-])NC(=O)OCC